3-(4-propylphenyl)acrylic acid C(CC)C1=CC=C(C=C1)C=CC(=O)O